C(C)(C)(C)C1=CC=C(C=C1)NC1=CC2=C(OC3=C2C=CC=C3)C=C1 N-(4-(t-butyl)phenyl)dibenzofuran-2-amine